COC(=O)C1(C(N=C(C=C1C1=CC=NC=C1)C)C#N)OC 2-cyano-3-methoxy-6-methyl-(4,4-bipyridine)-3-carboxylic acid methyl ester